N'-3-chlorophenyl-urea ClC=1C=C(C=CC1)NC(N)=O